C(C)(C)(C)OC(=O)N1CC(C1)OC=1C(=NC(=CC1)C(NC)=O)F 3-{[2-fluoro-6-(methylcarbamoyl)pyridin-3-yl]oxy}azetidine-1-carboxylic acid tert-butyl ester